(R)-N-(1-(3-(difluoromethyl)-2-fluorophenyl)ethyl)-6-(isoxazol-4-yl)cinnolin-4-amine FC(C=1C(=C(C=CC1)[C@@H](C)NC1=CN=NC2=CC=C(C=C12)C=1C=NOC1)F)F